N-(3,4-Dihydroisoquinolin-5-yl)-2-methoxy-N-methylacetamide C1=NCCC2=C(C=CC=C12)N(C(COC)=O)C